NC1=C(C=C(C=C1)N)C(CC)O (2,5-diaminophenyl)propan-1-ol